tri-calcium carbonate C([O-])([O-])=O.[Ca+2].[Ca+2].[Ca+2].C([O-])([O-])=O.C([O-])([O-])=O